C(C)(C)(C)OC(=O)N1CC(C1)(C)C(N)=O 3-carbamoyl-3-methyl-azetidine-1-carboxylic acid tert-butyl ester